ClC1=C(C=CC(=C1)F)N1N=NC(=C1)CO[C@@H]([C@@](CN1N=CN=C1)(O)C1=C(C=C(C=C1)F)F)C (2R,3R)-3-((1-(2-chloro-4-fluorophenyl)-1H-1,2,3-triazol-4-yl)-methoxy)-2-(2,4-difluorophenyl)-1-(1H-1,2,4-triazol-1-yl)butan-2-ol